C(CCl)NC(=O)OCC(F)(F)F tert-butyl N-(2-chloroethyl)carbamate